C(C)C1=C2C(=CC(=CC2=CC=C1F)O)C1=C(C=2N=C(N=C(C2C=N1)N1CCOC(CC1)CO)OC[C@]12CCCN2C[C@@H](C1)F)F 5-Ethyl-6-fluoro-4-(8-fluoro-2-(((2R,7aS)-2-fluorotetra-hydro-1H-pyrrolizin-7a(5H)-yl)methoxy)-4-(7-(hydroxymeth-yl)-1,4-oxazepan-4-yl)pyrido[4,3-d]pyrimidin-7-yl)-naphthalen-2-ol